BrC=1C=CC(=C2C=C(N=CC12)Cl)CC(CO)(F)F 3-(8-bromo-3-chloroisoquinolin-5-yl)-2,2-difluoro-1-propanol